C(C1=CC=CC=C1)OC1CC(C1)C(=O)O 3-benzyloxy-cyclobutanecarboxylic acid